Cl.CN1CCCC2=C1N=C(NC2=O)C2CNCC2 8-methyl-2-(pyrrolidin-3-yl)-5,6,7,8-tetrahydropyrido[2,3-d]pyrimidin-4(3H)-one hydrochloride